di(2,2'-bipyridine) ruthenium dichloride [Ru](Cl)Cl.N1=C(C=CC=C1)C1=NC=CC=C1.N1=C(C=CC=C1)C1=NC=CC=C1